2-(4-(((1R,2S,4S)-7-oxabicyclo[2.2.1]heptan-2-yl)amino)pyrido[3,4-d]pyridazin-1-yl)-5-chlorophenol [C@H]12[C@H](C[C@H](CC1)O2)NC=2N=NC(=C1C2C=NC=C1)C1=C(C=C(C=C1)Cl)O